BrC1=C(CCNC(OCC2=CC=CC=C2)=O)C=CC=C1 benzyl (2-bromophenethyl)carbamate